FC(C(C)N1C(C2=C(C=C1)NC=C2)=O)(F)F 5-(1,1,1-Trifluoropropan-2-yl)-1H-pyrrolo[3,2-c]pyridin-4(5H)-one